C1(CC1)S(=O)(=O)N1N=CC(=C1)C1=NC=CC(=N1)NC1=CC(=C(C=N1)C1=NC=C(C=C1)OC1CCN(CC1)C)NC1CC(CC1)(F)F N6'-(2-(1-(Cyclopropylsulfonyl)-1H-pyrazol-4-yl)pyrimidin-4-yl)-N4'-(3,3-difluorocyclopentyl)-5-((1-methylpiperidin-4-yl)oxy)-[2,3'-bipyridine]-4',6'-diamine